(E)-2-Hydroxy-5-(5-(3-(4-(methylthio)phenyl)-3-oxoprop-1-en-1-yl)furan-2-yl)benzoic acid OC1=C(C(=O)O)C=C(C=C1)C=1OC(=CC1)\C=C\C(=O)C1=CC=C(C=C1)SC